CC=1N=NN2C1C1=C(C(CC2)NC2=C(C=CC=C2)O)C=C(C=C1)C=1C=NN(C1)C 2-((1-methyl-9-(1-methyl-1H-pyrazol-4-yl)-6,7-dihydro-5H-benzo[c][1,2,3]triazolo[1,5-a]azepin-7-yl)amino)phenol